[6-[3-(1-fluorocyclopropyl)-1H-1,2,4-triazol-5-yl]-2-azaspiro[3.3]heptan-2-yl]-[6-[[4-(trifluoromethyl)triazol-2-yl]methyl]-2-azaspiro[3.3]heptan-2-yl]methanone FC1(CC1)C1=NNC(=N1)C1CC2(CN(C2)C(=O)N2CC3(C2)CC(C3)CN3N=CC(=N3)C(F)(F)F)C1